2-(4-Cyano-3-fluoro-phenoxy)-N-(5,6-dimethoxy-benzothiazol-2-yl)-2-(4-ethanesulfonyl-phenyl)-acetamide C(#N)C1=C(C=C(OC(C(=O)NC=2SC3=C(N2)C=C(C(=C3)OC)OC)C3=CC=C(C=C3)S(=O)(=O)CC)C=C1)F